octane-5,7-dione CCCCC(CC(C)=O)=O